N-(4-cyclobutyl-3-(cyclohexyl-methyl)-1-methyl-1H-pyrazol-5-yl)-2-(3,3-difluorocyclobutyl)-acetamide C1(CCC1)C=1C(=NN(C1NC(CC1CC(C1)(F)F)=O)C)CC1CCCCC1